CN1N=C(C(=C1)C=1CCN([C@@H](C1)C1=CC=C(C=C1)C(=O)OC)C(=O)OCC1=CC=CC=C1)C benzyl (S)-4-(1,3-dimethyl-1H-pyrazol-4-yl)-6-(4-(methoxycarbonyl) phenyl)-3,6-dihydropyridine-1(2H)-carboxylate